3-(2,6-difluoro-3,5-dimethoxyphenyl)-7-(1,3-dimethyl-1H-pyrazol-4-yl)-1-((5-ethyl-1,3,4-oxadiazol-2-yl)methyl)-3,4-dihydropyrido[4,3-d]pyrimidin-2(1H)-one FC1=C(C(=C(C=C1OC)OC)F)N1C(N(C2=C(C1)C=NC(=C2)C=2C(=NN(C2)C)C)CC=2OC(=NN2)CC)=O